icosanodecane C1C(CCCCCCCC)CCCCCCCCCCCCCCCCCCCC1